FC(OC=1C=NC(=NC1)N[C@@H]1C[C@H](CC1)NC1=NC=C(C=C1)[N+](=O)[O-])F (1S,3S)-N1-(5-(difluoromethoxy)pyrimidin-2-yl)-N3-(5-nitropyridine-2-yl)cyclopentane-1,3-diamine